C(C)(C)(C)OC(=O)N1[C@@H](CN(CC1)C=1C2=C(N=CN1)N(C=C2N2CCC2)C2=NC=CC(=C2)Cl)C (2R)-4-[5-(azetidin-1-yl)-7-(4-chloropyridin-2-yl)-7H-pyrrolo[2,3-d]pyrimidin-4-yl]-2-methylpiperazine-1-carboxylic acid tert-butyl ester